C(C(Cl)Cl)(Cl)Cl 1,2,2-tetrachloroethane